BrC=1C=C(C=C2C(=CC=NC12)N1CCCC1)C(=O)OC methyl 8-bromo-4-(pyrrolidin-1-yl)quinoline-6-carboxylate